monocarboxyl-phenyl-porphyrin C(=O)(O)C=1C(=C2NC1C=C1C=CC(=N1)C=C1C=CC(N1)=CC=1C=CC(N1)=C2)C2=CC=CC=C2